C[Si](CCCSSSSCCC[Si](OC)(OC)C)(OC)OC bis-(3-methyldimethoxysilylpropyl) tetrasulfide